C1(CC1)S(=O)(=O)C=1C=C(OC[C@H](CN[C@H]2COC3(C2)CCN(CC3)S(=O)(=O)C=3C=C2C(=NC3)N(C=N2)C)O)C=CC1 (S)-1-(3-(cyclopropylsulfonyl)phenoxy)-3-((R)-8-(3-methyl-3H-imidazo[4,5-b]pyridin-6-ylsulfonyl)-1-oxa-8-azaspiro[4.5]decan-3-ylamino)propan-2-ol